tert-Butyl 2-(2-fluorophenyl)-4-formyl-3-methoxy-1H-pyrrole-1-carboxylate FC1=C(C=CC=C1)C=1N(C=C(C1OC)C=O)C(=O)OC(C)(C)C